N-[1-(6-fluoropyridin-2-yl)cyclobutyl]-5-[5-(trifluoromethyl)-1,2,4-oxadiazol-3-yl]pyrimidin-2-amine FC1=CC=CC(=N1)C1(CCC1)NC1=NC=C(C=N1)C1=NOC(=N1)C(F)(F)F